CC=1N(C2=C([N+]1CCCC)C=CC=C2)CCCC 2-methyl-1,3-di-n-butylbenzimidazolium